5-(4-Aminoimidazo[2,1-f][1,2,4]triazin-7-yl)-N-(4-cyanobicyclo[2.1.1]hexan-1-yl)-6-methylpyridine-3-sulfonamide Trifluoroacetate Salt FC(C(=O)O)(F)F.NC1=NC=NN2C1=NC=C2C=2C=C(C=NC2C)S(=O)(=O)NC21CCC(C2)(C1)C#N